5-oxa-2-aza-spiro[3.4]octane hemioxalate C(C(=O)O)(=O)O.C1NCC12OCCC2.C2NCC21OCCC1